CC=1C=CC(=C(C1)N1C(SCC1=O)=NC(N)=O)OCCC 3-(3-(5-methyl-2-propoxyphenyl)-4-oxothiazolidin-2-ylidene)urea